NC1=C(C=CC=C1)N1C(OCC1)=O 3-(2-aminophenyl)-2-oxazolidinone